C(#N)C1=C(N=C2N(C1=O)C=C(C=C2[C@@H](C)NC2=C(N=CS2)C(=O)O)C)N2CCC(CC2)(F)F (R)-5-((1-(3-cyano-2-(4,4-difluoropiperidin-1-yl)-7-methyl-4-oxo-4H-pyrido[1,2-a]pyrimidin-9-yl)ethyl)amino)thiazole-4-carboxylic acid